dipropylene glycol salicylate tris(2-ethylhexyl)-4,4',4''-(1,3,5-triazine-2,4,6-triyltriimino)tribenzoate C(C)C(CC=1C(=C(C(=C(C(=O)O)C1)CC(CCCC)CC)CC(CCCC)CC)NC1=NC(=NC(=N1)NC1=CC=C(C(=O)O)C=C1)NC1=CC=C(C(=O)O)C=C1)CCCC.C(C=1C(O)=CC=CC1)(=O)O.CC(COC(C)CO)O